3-(4-Bromo-1-oxo-1,3-dihydro-isoindol-2-yl)-piperidine-2,6-dione BrC1=C2CN(C(C2=CC=C1)=O)C1C(NC(CC1)=O)=O